benzyl 2-(cyanomethylene)-9-azadispiro[3.1.56.14]dodecane-9-carboxylate C(#N)C=C1CC2(C1)CC1(CCN(CC1)C(=O)OCC1=CC=CC=C1)C2